4,5,6,8-tetrahydroxyquinoline-2-carboxylate OC1=CC(=NC2=C(C=C(C(=C12)O)O)O)C(=O)[O-]